C(#N)CCNC1CCN(CC1)C1=CC=C(C=C1)CCC(=O)OC(C)(C)C tert-Butyl 3-(4-(4-((2-Cyanoethyl)amino)piperidin-1-yl)phenyl)propanoate